3-(4-((4-(3-((adamantan-1-yl)amino)propyl)benzyl)thio)-1-oxoisoindolin-2-yl)piperidine-2,6-dione C12(CC3CC(CC(C1)C3)C2)NCCCC2=CC=C(CSC3=C1CN(C(C1=CC=C3)=O)C3C(NC(CC3)=O)=O)C=C2